C(C)C1C(CCC(C1)(C)C)(C=C)OC(C)=O Acetic acid 2-ethyl-4,4-dimethyl-1-vinylcyclohexyl ester